NC1=C2C(=NC=N1)N(N=C2C2=CC(=C(C=C2)OC(C)C)F)[C@H](C)C=2OC1=CC=CC(=C1C(C2C2=CC=CC=C2)=O)C (R)-2-(1-(4-amino-3-(3-fluoro-4-isopropoxyphenyl)-1H-pyrazolo[3,4-d]pyrimidin-1-yl)ethyl)-5-methyl-3-phenyl-4H-chromen-4-one